9-[4-(3-fluorophenoxy)phenyl]-3,4,6,7,8,9-hexahydropyrido[2,1-c][1,2,4]thiadiazine 2,2-dioxide FC=1C=C(OC2=CC=C(C=C2)C2CCCN3C2=NS(CC3)(=O)=O)C=CC1